4-[[3-[4-[2-[4-[[1-[5-(3-ethylphenyl)-3-(methylamino)pyridine-2-carbonyl]-4-piperidyl]methyl]piperazin-1-yl]acetyl]piperazine-1-carbonyl]-4-fluoro-phenyl]methyl]-2H-phthalazin-1-one C(C)C=1C=C(C=CC1)C=1C=C(C(=NC1)C(=O)N1CCC(CC1)CN1CCN(CC1)CC(=O)N1CCN(CC1)C(=O)C=1C=C(C=CC1F)CC1=NNC(C2=CC=CC=C12)=O)NC